C1(CCCCC1)C1=C([O-])C=CC=C1.[Li+] lithium 2-cyclohexylphenoxide